ClC1=CC(=C(C=C1I)NCCN1CCN(CC1)C(=O)OC(C)(C)C)OC tert-Butyl 4-(2-((4-chloro-5-iodo-2-methoxyphenyl)amino)ethyl)piperazine-1-carboxylate